7-Acetyl-3-ethyl-5,6,7,8-tetrahydroimidazo[1,5-a]pyrazin C(C)(=O)N1CC=2N(CC1)C(=NC2)CC